N-allyl-D-lysine C(C=C)N[C@H](CCCCN)C(=O)O